(2R,3R,5S,6S)-6-((S)-but-3-en-2-yl)-5-((tert-butyldimethylsilyl)oxy)-2-(hydroxymethyl)tetrahydro-2H-pyran-3-ol scandium-aluminum [Al].[Sc].C[C@@H](C=C)[C@H]1[C@H](C[C@H]([C@H](O1)CO)O)O[Si](C)(C)C(C)(C)C